(S)-10-(3-chloro-4-fluorophenyl)-7-((3S,5R)-3,5-dimethylpiperazin-1-yl)-3-((methoxymethoxy)methyl)-9-(trifluoromethyl)-2H-[1,4]thiazino[2,3,4-ij]quinazolin-5(3H)-one ClC=1C=C(C=CC1F)C1=C(C=C2C(=NC(N3C2=C1SC[C@@H]3COCOC)=O)N3C[C@@H](N[C@@H](C3)C)C)C(F)(F)F